[(3R,9aS)-3-(3-chloro-4-fluoro-phenyl)-3,4,6,7,9,9a-hexahydro-1H-pyrazino[2,1-c][1,4]oxazin-8-yl]-(2-chloro-6-fluoro-3-methoxy-phenyl)methanone ClC=1C=C(C=CC1F)[C@@H]1CN2[C@H](CO1)CN(CC2)C(=O)C2=C(C(=CC=C2F)OC)Cl